N-((2-(2-(methoxymethyl)phenyl)-3-methyl-1H-indol-5-yl)methyl)-3-methylpyridazine-4-carboxamide COCC1=C(C=CC=C1)C=1NC2=CC=C(C=C2C1C)CNC(=O)C1=C(N=NC=C1)C